ClC1=C(C=CC=C1)N1NC=2C(=C(N(C(C2)=O)CC2=CC(=NC=C2)OC)C)C1=O 2-(2-chlorophenyl)-5-[(2-methoxypyridin-4-yl)methyl]-4-methyl-1H-pyrazolo[4,3-c]pyridine-3,6(2H,5H)-dione